ClC1=NC=C(C2=C1C=CN2)F 4-chloro-7-fluoro-1H-pyrrolo[3,2-c]pyridine